C(#N)C=1C(N(C2=NC(=C(C=C2C1N1[C@H](CNCC1)C)F)C1=C(C(=CC(=C1O)Cl)Cl)F)C=1C(=NC=CC1C)C(C)C)=O (S)-4-(3-cyano-6-fluoro-7-(3,5-dichloro-2-fluoro-6-hydroxyphenyl)-1-(2-isopropyl-4-methylpyridin-3-yl)-2-oxo-1,2-dihydro-1,8-naphthyridin-4-yl)-3-methylpiperazine